3-chloro-6-[(2-methylcyclopropanecarbonyl)amino]-N-[3-methyl-5-(2-phenylethynyl)-2-pyridyl]pyridine-2-carboxamide ClC=1C(=NC(=CC1)NC(=O)C1C(C1)C)C(=O)NC1=NC=C(C=C1C)C#CC1=CC=CC=C1